O1COC2=C1C=CC(=C2)OCC2=C(C(=O)O)C=C(C(=C2)F)F 2-[(1,3-Benzodioxol-5-yloxy)methyl]-4,5-difluorobenzoic acid